NC1=NC2=CC=C(C=C2C=C1C)C(=O)N(CC1=NC=C(C=C1)C(F)(F)F)[C@@H]1C[C@@H]2CCC[C@H]2CC1 2-amino-3-methyl-N-((3aS,5S,7aS)-octahydro-1H-inden-5-yl)-N-((5-(trifluoromethyl)-2-pyridinyl)methyl)-6-quinolinecarboxamide